8-((4-methoxybenzyl)thio)-3,4-dihydropyrido[2,1-c][1,4]oxazin-6(1H)-one COC1=CC=C(CSC=2C=C3COCCN3C(C2)=O)C=C1